2,2-difluoroazetidine hydrochloride Cl.FC1(NCC1)F